BrC1=C(N(C=C1)CCNC(=O)OC(C)(C)C)C(=O)OC methyl 3-bromo-1-(2-((tert-butoxycarbonyl)amino)ethyl)-1H-pyrrole-2-carboxylate